2-[4-(6-chloro-2,2-difluoro-2H-1,3-benzodioxol-5-yl)-2,6-bis(propan-2-yl)phenyl]-N-{4-[(dimethylamino)methyl]benzenesulfonyl}acetamide ClC=1C(=CC2=C(OC(O2)(F)F)C1)C1=CC(=C(C(=C1)C(C)C)CC(=O)NS(=O)(=O)C1=CC=C(C=C1)CN(C)C)C(C)C